C1(=CC=CC=C1)C1=NC(=NC(=N1)C=C)C=O (4-Phenyl-6-vinyl-1,3,5-triazin-2-yl)methanone